imidazo[1,2-b]Pyridazin N=1C=CN2N=CC=CC21